5-([1,1'-biphenyl]-4-ylthio)-1H-1,2,3-triazole-4-carboxylic acid C1(=CC=C(C=C1)SC1=C(N=NN1)C(=O)O)C1=CC=CC=C1